N-[3-[5-[4-[4-[2-[4-[4-(2,6-dioxo-3-piperidyl)phenyl]-1-piperidyl]acetyl]piperazin-1-yl]phenyl]-1H-pyrrolo[2,3-b]pyridine-3-carbonyl]-2,4-difluoro-phenyl]pyrrolidine-1-sulfonamide O=C1NC(CCC1C1=CC=C(C=C1)C1CCN(CC1)CC(=O)N1CCN(CC1)C1=CC=C(C=C1)C=1C=C2C(=NC1)NC=C2C(=O)C=2C(=C(C=CC2F)NS(=O)(=O)N2CCCC2)F)=O